Racemic-4-chloro-6-(2-cyclopropyl-6-methyl-phenyl)-5-methyl-pyrimidin-2-amine ClC1=NC(=NC(=C1C)C1=C(C=CC=C1C)C1CC1)N